4-bromo-N-(3,3-difluorocyclobutyl)-3-methylbenzenesulfonamide BrC1=C(C=C(C=C1)S(=O)(=O)NC1CC(C1)(F)F)C